C(C)(C)(C)OC(=O)N1CC(CCCCC1)N=[N+]=[N-].CN1C=CC=2C1=C(N=CC2C(F)(F)F)N2CCN(CC2)C=O (4-(1-methyl-4-(trifluoromethyl)-1H-pyrrolo[2,3-c]pyridin-7-yl)piperazin-1-yl)methanone tert-butyl-3-azidoazocane-1-carboxylate